benzyl ((1r,4r)-4-(4-(difluoromethyl)-1H-1,2,3-triazol-1-yl)cyclohexyl)carbamate FC(C=1N=NN(C1)C1CCC(CC1)NC(OCC1=CC=CC=C1)=O)F